N-(4-(5-phenylamino-1,3,4-thiadiazol-2-yl)phenyl)acetamide C1(=CC=CC=C1)NC1=NN=C(S1)C1=CC=C(C=C1)NC(C)=O